C(#N)C1=C(C=CC=C1NC(=O)C=1SC=2CNCCC2N1)C1=C(C=CC=C1)F N-(2-Cyano-2'-fluorobiphenyl-3-yl)-4,5,6,7-tetrahydro[1,3]thiazolo[5,4-c]pyridin-2-carboxamid